C(C)OC(CN1[C@@H](C[C@@H](CC1)C(=O)OCC)CC)=O ethyl (2R,4R)-1-(2-ethoxy-2-oxoethyl)-2-ethylpiperidine-4-carboxylate